2-(pyridazin-4-yl)thiazole-4-carboxamide N1=NC=C(C=C1)C=1SC=C(N1)C(=O)N